2-(5-chloro-3-methyl-4-nitro-1H-pyrazol-1-yl)-2-methylpropanenitrile ClC1=C(C(=NN1C(C#N)(C)C)C)[N+](=O)[O-]